COC=1N=CC2=C(N1)CN(CC2)C2=CC=C(C=C2)C(C)(C)C2=CC=C(OC1CC(C1)NC(OC(C)(C)C)=O)C=C2 tert-butyl (3-(4-(2-(4-(2-methoxy-5,8-dihydropyrido[3,4-d]pyrimidin-7(6H)-yl)phenyl)propan-2-yl)phenoxy)cyclobutyl)carbamate